N-(3-fluoro-4-(4-(2-nitro-1H-imidazol-1-yl)butoxy)phenyl)-4-(1-methyl-1H-indol-3-yl)pyrimidin-2-amine FC=1C=C(C=CC1OCCCCN1C(=NC=C1)[N+](=O)[O-])NC1=NC=CC(=N1)C1=CN(C2=CC=CC=C12)C